5-(1-methylethyl)-6-(phenylmethyl)-(2,4(1H,3H)-pyrimidinedione) CC(C)C=1C(NC(NC1CC1=CC=CC=C1)=O)=O